tert-butyl 4-(1-(4-bromophenyl)vinyl)piperidine-1-carboxylate BrC1=CC=C(C=C1)C(=C)C1CCN(CC1)C(=O)OC(C)(C)C